trimethylbipyridine CC=1C(=C(C(=NC1)C1=NC=CC=C1)C)C